FC(C(=O)N[C@H](C(=O)O)CCN(CCCCC1=NC=2NCCCC2C=C1)CCOC1=CC=CC=C1)(C=1C=NC=CC1)F (S)-2-(2,2-difluoro-2-(pyridin-3-yl)acetamido)-4-((2-phenoxyethyl)(4-(5,6,7,8-tetrahydro-1,8-naphthyridin-2-yl)butyl)amino)butanoic acid